BrC1=CC2=C(N(C(N2C)=O)C2C(N(C(CC2)=O)C)=O)C=C1 3-(5-bromo-3-methyl-2-oxo-benzoimidazol-1-yl)-1-methyl-piperidine-2,6-dione